CC1=CC2[C@H](C(OC=3C=C(C=C(C23)O)\C=C\CCCCCC)=C)CC1 (6Ar)-9-methyl-6-methylidene-3-[(E)-oct-1-enyl]-6a,7,8,10a-tetrahydrobenzo[c]chromen-1-ol